C(C1=CC=CC=C1)C(C#N)(C#N)C#CCCC1=C(C=CC=C1)C(F)(F)F 2-benzyl-2-(4-(2-(trifluoromethyl)phenyl)butynyl)malononitrile